CC1(N(CC2=CC(=CC=C12)B1OC(C(O1)(C)C)(C)C)C)C 1,1,2-trimethyl-5-(4,4,5,5-tetramethyl-1,3,2-dioxaborolan-2-yl)-3H-isoindole